C(#N)C=1C=C(C(=O)NC=2SC3=C(N2)C=CC(=C3)C(=O)O)C=CC1OC 2-(3-cyano-4-methoxybenzamido)benzo[d]thiazole-6-carboxylic acid